N-(5-Fluoropyridin-2-yl)-2-(2-(6-methylpyridin-3-yl)-5-oxopyrazolo[1,5-a]pyrido[3,2-e]pyrimidin-4(5H)-yl)acetamide FC=1C=CC(=NC1)NC(CN1C=2N(C3=C(C1=O)C=CC=N3)N=C(C2)C=2C=NC(=CC2)C)=O